Cerium fluoroiodate I(=O)(=O)F.[Ce]